C(C)(C)(C)OC(=O)NC(C(=O)N(C)C1(CC1)C(=O)OC)C1=CC=C(C(=O)OC)C=C1 Methyl 4-(1-((tert-butoxycarbonyl)amino)-2-((1-(methoxycarbonyl)cyclopropyl)(methyl)amino)-2-oxoethyl)benzoate